COC(CC1(CCCC2=CC=CC=C12)CCCC(=O)OC)=O methyl 4-(1-(2-methoxy-2-oxoethyl)-1,2,3,4-tetrahydronaphthalen-1-yl)butanoate